C(#N)C1=CC(=NO1)C(=O)NC1C[C@H]2CC[C@@H](C1)N2S(=O)(=O)CC2CCNCC2 5-Cyano-N-((1R,3r,5S)-8-((piperidin-4-ylmethyl)sulfonyl)-8-azabicyclo[3.2.1]octan-3-yl)isoxazole-3-carboxamide